C[C@H](CCC[C@H](C)C(=O)O)[C@H]1CC[C@@H]2[C@@]1(CC[C@H]3[C@H]2CC[C@@H]4[C@@]3(CCC(=O)C4)C)C The molecule is a (5alpha)-3-oxocholestan-26-oic acid that has S configuration at position 25 (the carbon attached to the carboxy group). It is a conjugate acid of a (25S)-dafachronate.